tert-butyl (2-amino-4-methoxy-5-(4-(4-methylpiperazin-1-yl)piperidin-1-yl)phenyl)carbamate NC1=C(C=C(C(=C1)OC)N1CCC(CC1)N1CCN(CC1)C)NC(OC(C)(C)C)=O